TRIETHYLAMINE C(C)N(CC)CC